C(C(C)C)C1=NC=CN=C1OC 2-(isobutyl)-3-methoxypyrazine